1-(4-((4-(6-(1H-imidazol-2-yl)-2-methylpyridin-3-yl)piperazin-1-yl)methyl)pyridin-2-yl)-3-ethylurea formate C(=O)O.N1C(=NC=C1)C1=CC=C(C(=N1)C)N1CCN(CC1)CC1=CC(=NC=C1)NC(=O)NCC